rel-3-chloro-4-((3,5-difluoropyridin-2-yl)methoxy)-2'-(1-(1-hydroxy-2-methylpropan-2-yl)-1H-pyrazol-3-yl)-5',6-dimethyl-2H-[1,4'-bipyridin]-2-one ClC=1C(N(C(=CC1OCC1=NC=C(C=C1F)F)C)C1=CC(=NC=C1C)C1=NN(C=C1)C(CO)(C)C)=O